FC1(CC=C(CC1)C1=C(C=C2C(=NCN3C2=C1SC[C@@H]3COC)N3C[C@@H](N[C@@H](C3)C)C)C(F)(F)F)F (S)-10-(4,4-difluorocyclohex-1-en-1-yl)-7-((3S,5R)-3,5-dimethylpiperazin-1-yl)-3-(methoxymethyl)-9-(trifluoromethyl)-2,3-dihydro-5H-[1,4]thiazino[2,3,4-ij]quinazolin